tert-butyl (rac)-4-cyano-3-((1-ethoxy-1-oxopropan-2-yl)oxy)-1-(4-isopropylphenyl)-1,4,6,7-tetrahydro-5H-pyrazolo[4,3-c]pyridine-5-carboxylate C(#N)C1N(CCC2=C1C(=NN2C2=CC=C(C=C2)C(C)C)OC(C(=O)OCC)C)C(=O)OC(C)(C)C